FC=1C=CC(=NC1)CC(=O)N[C@H](C(=O)O)CCN(CCCCC1=NC=2NCCCC2C=C1)CCOC1=CC=CC=C1 (S)-2-(2-(5-fluoropyridin-2-yl)acetamido)-4-((2-phenoxyethyl)(4-(5,6,7,8-tetrahydro-1,8-naphthyridin-2-yl)butyl)amino)butanoic acid